3B,7α,25-trihydroxy-5-cholestenoic acid OC1CC2=C[C@H]([C@H]3[C@@H]4CC[C@H]([C@@H](CCCC(C(=O)O)(C)O)C)[C@]4(CC[C@@H]3[C@]2(CC1)C)C)O